2,6-di-tert-butyl-4-methyl-phenyl-methylene-2,5-cyclohexadiene-1-one C(C)(C)(C)C1=C(C(=CC(=C1)C)C(C)(C)C)C=1C(C=CC(C1)=C)=O